tert-butyl 4-(3,6-dihydro-2H-pyran-4-yl)-3,3-difluoro-3,6-dihydropyridine-1(2H)-carboxylate O1CCC(=CC1)C=1C(CN(CC1)C(=O)OC(C)(C)C)(F)F